N-(2-(ethylsulfanyl)-4-(7-fluoro-3,4-dihydroisoquinolin-2(1H)-yl)-6-methylphenyl)-3,3-dimethylbutyramide C(C)SC1=C(C(=CC(=C1)N1CC2=CC(=CC=C2CC1)F)C)NC(CC(C)(C)C)=O